FC(C1=NN=C(O1)C1=CN=C(S1)CN(S(=O)(=O)CCC(=O)N)C=1C=NC=C(C1)C)F 3-[[5-[5-(difluoromethyl)-1,3,4-oxadiazol-2-yl]thiazol-2-yl]methyl-(5-methyl-3-pyridinyl)sulfamoyl]propionamide